2-(3-hydroxy-2-quinolinyl)-1,3-indandione OC=1C(=NC2=CC=CC=C2C1)C1C(C2=CC=CC=C2C1=O)=O